(1S,2S,3R)-4-(3-chloro-5-fluoro-phenoxy)-2,3-difluoro-7-(trifluoromethylsulfanyl)-indan-1-ol ClC=1C=C(OC2=C3[C@H]([C@H]([C@H](C3=C(C=C2)SC(F)(F)F)O)F)F)C=C(C1)F